(S)-4-(1-(1,5-Dimethyl-3-((3-(trifluoromethyl)phenyl)amino)-1H-indole-2-carboxamido)ethyl)benzoic acid CN1C(=C(C2=CC(=CC=C12)C)NC1=CC(=CC=C1)C(F)(F)F)C(=O)N[C@@H](C)C1=CC=C(C(=O)O)C=C1